3-ethyl-3-[3'-(trimethoxysilyl)propyl]methyloxetane C(C)C1(C(OC1)C)CCC[Si](OC)(OC)OC